ClP(C1=CC=C(C=C1)C)Cl dichloro(4-methylphenyl)phosphine